styryl-octyl-phenothiazine C(=CC1=CC=CC=C1)C1=C(C=2NC3=CC=CC=C3SC2C=C1)CCCCCCCC